pyridinium (2S,5R)-N-[2-(dimethylamino)ethoxy]-7-oxo-6-(sulfooxy)-1,6-diazabicyclo[3.2.1]octane-2-carboxamide CN(CCONC(=O)[C@H]1N2C(N([C@H](CC1)C2)OS(=O)(=O)O)=O)C.[NH+]2=CC=CC=C2